ClC1=NC(=NC=C1)NC1=NN(N=C1)COC 4-chloro-N-(2-(methoxymethyl)-2H-1,2,3-triazol-4-yl)pyrimidin-2-amine